4-aminooxybenzamide NOC1=CC=C(C(=O)N)C=C1